C(C=C)(=O)OCOC(C=C)=O 1,1-methanediol diacrylate